COC1=CC2=C(NC(=N2)C2=NNC=C2NC(=O)C=2OC(=CC2)CN2CCCCC2)C=C1OC 5-piperidin-1-ylmethyl-furan-2-carboxylic acid [3-(5,6-dimethoxy-1H-benzoimidazol-2-yl)-1H-pyrazol-4-yl]-amide